C(N)(=O)N1CC(C1)NC(=O)[C@@H]1CC[C@H]2N1C([C@H](CCCC2)NC(=O)C2=CC1=C(S2)C=CC(=C1)C(F)P(O)(O)=O)=O ((2-(((3S,6S,10aS)-3-((1-carbamoylazetidin-3-yl)carbamoyl)-5-oxodecahydropyrrolo[1,2-a]azocin-6-yl)carbamoyl)benzo[b]thiophen-5-yl)fluoromethyl)phosphonic acid